ClN1C(NC(C1(C)C)=O)(C)C 1-chloro-2,2,5,5-tetramethylimidazolidin-4-one